N-(3-chloro-2-fluorobenzyl)-2-(ethylamino)acetamide Methyl-1-bromo-8-chloroimidazo[1,5-a]pyrazine-3-carboxylate COC(=O)C1=NC(=C2N1C=CN=C2Cl)Br.ClC=2C(=C(CNC(CNCC)=O)C=CC2)F